2-(2-thienyl)-5-trifluoromethyl-pyridine S1C(=CC=C1)C1=NC=C(C=C1)C(F)(F)F